1H-isoindole-1,3(2H)-dione maleate C(\C=C/C(=O)O)(=O)O.C1(NC(C2=CC=CC=C12)=O)=O